2-methyl-2,4-pentadienoic acid CC(C(=O)O)=CC=C